3-(p-tolyl)-1H-indole C1(=CC=C(C=C1)C1=CNC2=CC=CC=C12)C